C1(CC1)C(NS(=O)(=O)C1=CC(=C(C=C1)NC(C1=C(C=CC=C1)C)=O)C)C1CCN(CC1)C N-(4-(N-(cyclopropyl-(1-methyl-piperidin-4-yl)methyl)sulfamoyl)2-methyl-phenyl)-2-methyl-benzamide